ClC=1C=NN(C1C[C@@H]1N(C(C2=CC=CC=C12)=O)CC1CC2(C1)OC(NC2)=O)C (2s,4R)-2-(((S)-1-((4-chloro-1-methyl-1H-pyrazol-5-yl)methyl)-3-oxoisoindolin-2-yl)methyl)-5-oxa-7-azaspiro[3.4]octan-6-one